C(C)O[C@@H]1C[C@@]2(CC[C@H](C1)N2CC2=C1C=CNC1=C(C=C2OC)C)C2=CC=C(C(=O)O)C=C2 |o1:3,5,8| rel-4-((1S,3S,5R)-3-ethoxy-8-((5-methoxy-7-methyl-1H-indol-4-yl)methyl)-8-azabicyclo[3.2.1]oct-1-yl)benzoic acid